C(N)(OC1CCC2=C(C=CC(=C12)F)C(NC1=CC(=C(C=C1)F)Cl)=O)=O (4-((3-chloro-4-fluorophenyl)carbamoyl)-7-fluoro-2,3-dihydro 1H-inden-1-yl) carbamate